carbonyl-ditriazole C(=O)(C=1N=NNC1)C=1N=NNC1